gold-copper-zinc [Zn].[Cu].[Au]